(3S)-3-(4-{[(2E,6E)-3,7,11-trimethyldodecane-2,6,10-trien-1-yl]oxy}phenyl)hex-4-ynoic acid C\C(=C/COC1=CC=C(C=C1)[C@H](CC(=O)O)C#CC)\CC\C=C(\CCC=C(C)C)/C